N1(CCN(CCN(CC1)CC(=O)O)CC(=O)O)CC(=O)O (1,4,7-triazacyclononane-1,4,7-triyl)triacetic acid